5-((2-(2,6-dioxopiperidin-3-yl)-1,3-dioxoisoindolin-5-yl)amino)pentanoic acid tert-butyl ester C(C)(C)(C)OC(CCCCNC=1C=C2C(N(C(C2=CC1)=O)C1C(NC(CC1)=O)=O)=O)=O